ClC1=C(C=C2C(=C(NC2=C1)C1=NNC(=N1)C(F)(F)F)N1C=NC=C1)OC 6-chloro-3-(1H-imidazol-1-yl)-5-methoxy-2-(5-(trifluoromethyl)-1H-1,2,4-triazol-3-yl)-1H-indole